OC1=NC(=NC(=N1)O)N 2,4-dihydroxy-6-amino-1,3,5-triazine